C1CC2=C3CCCC2(C1)[N+]3=[N-] 1,5-diazobicyclo[4.3.0]non-5-ene